tris-(3,5-ditert-butyl-2-hydroxybenzyl)amine C(C)(C)(C)C=1C(=C(CN(CC2=C(C(=CC(=C2)C(C)(C)C)C(C)(C)C)O)CC2=C(C(=CC(=C2)C(C)(C)C)C(C)(C)C)O)C=C(C1)C(C)(C)C)O